ClC1=C(CCC2(CN(CCC2)C2=CC(=C(C(=C2)F)S(=O)(=O)N(C2=NC=NC=C2)CC2=C(C=C(C=C2)OC)OC)F)N(C)C)C=CC(=C1)C(F)(F)F 4-(3-(2-Chloro-4-(trifluoromethyl)phenethyl)-3-(dimethylamino)piperidin-1-yl)-N-(2,4-dimethoxybenzyl)-2,6-difluoro-N-(pyrimidin-4-yl)benzenesulfonamide